(6-((methylamino)methyl)pyrimidin-4-yl)-1H-indole-1-carboxamide CNCC1=CC(=NC=N1)C=1N(C2=CC=CC=C2C1)C(=O)N